1-(2-chlorophenyl)-N-[4-(2,4-dioxo-1,2,3,4-tetrahydronaphtho[1,2-b][1,4]diazepin-5-yl)-2-methoxyphenyl]methanesulfonamide ClC1=C(C=CC=C1)CS(=O)(=O)NC1=C(C=C(C=C1)N1C2=C(NC(CC1=O)=O)C1=CC=CC=C1C=C2)OC